4-Bromo-1-methyl-1H-indazole-6-carboxylic acid methyl ester COC(=O)C1=CC(=C2C=NN(C2=C1)C)Br